6-Methyladenosine CC1(C2=NCN([C@H]3[C@H](O)[C@H](O)[C@@H](CO)O3)C2=NC=N1)N